methyl (5-((4-(piperidin-1-yl)phenyl) thio)-1H-benzo[d]imidazol-2-yl)carbamate N1(CCCCC1)C1=CC=C(C=C1)SC1=CC2=C(NC(=N2)NC(OC)=O)C=C1